NCCNC1=NC2=CC(=C(C=C2C(=N1)N)OC)OC N2-(2-Aminoethyl)-6,7-dimethoxyquinazoline-2,4-diamine